(1-(8-fluoro-7-(8-fluoronaphthalen-1-yl)-2-((tetrahydro-1H-pyrrolizin-7a(5H)-yl)methoxy)pyrido[4,3-d]pyrimidin-4-yl)azepan-3-yl)methanol FC1=C(N=CC2=C1N=C(N=C2N2CC(CCCC2)CO)OCC21CCCN1CCC2)C2=CC=CC1=CC=CC(=C21)F